N6-Benzoyladenosine-5'-O-monophosphate P(=O)(O)(O)OC[C@@H]1[C@H]([C@H]([C@@H](O1)N1C=NC=2C(NC(C3=CC=CC=C3)=O)=NC=NC12)O)O